1,3-diazacyclohexan-2-one acetate C(C)(=O)O.N1C(NCCC1)=O